COC1=NC=C(C(=N1)OC)C=1C=C(C=2N(N1)C=C(N2)C(F)(F)F)C(C)C 6-(2,4-dimethoxypyrimidin-5-yl)-8-isopropyl-2-(trifluoromethyl)imidazo[1,2-b]pyridazine